di-(2-ethylbutyl)azelate C(C)C(COC(CCCCCCCC(=O)OCC(CC)CC)=O)CC